3-((4-(Dimethylamino)butanoyl)oxy)-2,2-bis(((9Z)-tetradec-9-enoyloxy)methyl)propyl (9Z)-tetradec-9-enoate C(CCCCCCC\C=C/CCCC)(=O)OCC(COC(CCCN(C)C)=O)(COC(CCCCCCC\C=C/CCCC)=O)COC(CCCCCCC\C=C/CCCC)=O